[Yb+3].[Si]([O-])([O-])([O-])O mono-silicate ytterbium